6-(2,6-dichlorophenyl)-8-methyl-2-(methylsulfanyl)-7-oxopyrido[2,3-d]pyrimidin-5-yl trifluoromethanesulfonate FC(S(=O)(=O)OC1=C(C(N(C=2N=C(N=CC21)SC)C)=O)C2=C(C=CC=C2Cl)Cl)(F)F